(2-(hydroxymethyl)-2-methyl-6-morpholino-2,3-dihydrofuro[2,3-b]pyridin-5-yl)pyrazolo[1,5-a]pyrimidine-3-carboxamide OCC1(CC=2C(=NC(=C(C2)C2=NN3C(N=CC=C3)=C2C(=O)N)N2CCOCC2)O1)C